C(C)(C)N1C=CC=2C1=NC=C(C2)C=2SC=C(N2)C2=C(C=CC=C2)C 2-(1-isopropylpyrrolo[2,3-b]pyridin-5-yl)-4-(o-tolyl)thiazole